C=C1C(NC(N(C1=O)CC1=CC=CC=C1)=O)=O methylene-1-benzylpyrimidine-2,4,6(1H,3H,5H)-trione